CN([C@H]1CN(CC1)C1CCN(CC1)C1=C(C=C(C(=C1)OC)NC1=NC=NC(=C1)N1OCCC1C1=CC(=CC=C1)F)NC(C=C)=O)C N-(2-(4-((R)-3-(dimethylamino)pyrrolidine-1-yl)piperidine-1-yl)-5-((6-(3-(3-fluorophenyl)isoxazolidine-2-yl)pyrimidine-4-yl)amino)-4-methoxyphenyl)acrylamide